C(C)(C)(C)OC(=O)N1C[C@H](CC1)[C@@H](C(=O)O)CC1=CC(=CC=C1)C=1SC2=C(C1)C=CC=C2OC (2S)-2-[(3R)-1-tert-Butoxycarbonylpyrrolidin-3-yl]-3-[3-(7-methoxybenzothien-2-yl)phenyl]propionic acid